3-phenyl-1H-indazol C1(=CC=CC=C1)C1=NNC2=CC=CC=C12